N-(tert-butoxycarbonyl)-N-methylleucine C(C)(C)(C)OC(=O)N([C@@H](CC(C)C)C(=O)O)C